4-(5-(trifluoromethyl)-1,2,4-oxadiazol-3-yl)phenyl-λ6-sulfanone FC(C1=NC(=NO1)C1=CC=C(C=C1)[SH3]=O)(F)F